1-((7-cyano-2-(3'-(5-(dimethylglycyl)-5,6-dihydro-4H-pyrrolo[3,4-d]oxazol-2-yl)-2,2'-dimethyl-[1,1'-biphenyl]-3-yl)benzo[d]oxazol-5-yl)methyl)piperidine-4-carboxylic acid C(#N)C1=CC(=CC=2N=C(OC21)C=2C(=C(C=CC2)C2=C(C(=CC=C2)C=2OC1=C(N2)CN(C1)C(CN(C)C)=O)C)C)CN1CCC(CC1)C(=O)O